C(C)OCC1=C(N=C(N1)C)C(C)C#N ethoxymethyl-1-cyanoethyl-2-methylimidazole